2-{3-[(4-methanesulfonyl-2-methoxyphenyl)amino]prop-1-yn-1-yl}-N-[(3R,4S)-3-methoxy-1-methylpiperidin-4-yl]-1-(2,2,2-trifluoroethyl)-1H-indol-4-amine CS(=O)(=O)C1=CC(=C(C=C1)NCC#CC=1N(C=2C=CC=C(C2C1)N[C@@H]1[C@@H](CN(CC1)C)OC)CC(F)(F)F)OC